N1=C(C=CC=C1)C1=[NH+]C=CC=C1O.[Li+] lithium 2-(2-pyridyl)-3-hydroxypyridinium